C1(CC1)NC(=S)NC=1C(=NN2C1N=C(C=C2)N2[C@H](C[C@H](C2)O)C2=C(C=CC(=C2)F)F)F 1-cyclopropyl-3-(5-((2R,4R)-2-(2,5-difluorophenyl)-4-hydroxypyrrolidin-1-yl)-2-fluoropyrazolo[1,5-a]pyrimidin-3-yl)thiourea